2-furyl-hydroxymethyl ketone O1C(=CC=C1)C(O)C(=O)C(C=1OC=CC1)O